CC1(OC2=CC=C(C=C2C(=C1)C1=CC=C(C=C1)C)C1=CC=C(N1)C1=CC=C(C(=O)O)C=C1)C 4-(5-(2,2-dimethyl-4-(p-tolyl)-2H-chromen-6-yl)-1H-pyrrol-2-yl)benzoic acid